ClC1=C(C=C2C3=C(N=CN=C13)N1[C@H](CO2)CN(CC1)C(=O)OC(C)(C)C)C1=C2C=NNC2=CC=C1C Tert-butyl (8aS)-4-chloro-5-(5-methyl-1H-indazol-4-yl)-8a,9,11,12-tetrahydropyrazino[2',1':3,4][1,4]oxazepino[5,6,7-de]quinazoline-10(8H)-carboxylate